FC(C(C)(O)C)(C1=C(C(=CC=C1)[C@@H](C)NC1=NC(=NC2=CC3=C(C=C12)N=C(C(O3)(C)C)N3CCOCC3)C)F)F (R)-1,1-Difluoro-1-(2-fluoro-3-(1-((2,8,8-trimethyl-7-morpholino-8H-[1,4]oxazino[3,2-g]quinazolin-4-yl)amino)ethyl)phenyl)-2-methylpropan-2-ol